sodium (16Z,19Z,22R,23E,25E,27Z,29S,31Z)-22,29-dihydroxytetratriaconta-16,19,23,25,27,31-hexaenoate O[C@H](C\C=C/C\C=C/CCCCCCCCCCCCCCC(=O)[O-])\C=C\C=C\C=C/[C@H](C\C=C/CC)O.[Na+]